sodium guluronate O=C[C@H](O)[C@H](O)[C@@H](O)[C@H](O)C(=O)[O-].[Na+]